C[C@@H]1COCCN1C=1C=C2C(=CC=NC2=CC1)C(=O)OC(C)(C)C tert-butyl (R)-6-(3-methylmorpholino)quinoline-4-carboxylate